1,5-Dimethyl-1H-pyrazole-3-carboxylic acid CN1N=C(C=C1C)C(=O)O